1,4-dibromo-2-chloro-1,1,2-trifluorobutane BrC(C(CCBr)(F)Cl)(F)F